C(CCCCC)C(CCCOC(CCCCCCCN(CCCCCCCC(=O)OCCCC(CCCCCC)CCCCCC)CCCCNC(=O)OC(C)(C)C)=O)CCCCCC 8-[4-(tert-butoxycarbonylamino)butyl-[8-(4-hexyldecyloxy)-8-oxo-octyl]amino]octanoic acid 4-hexyldecyl ester